neo-hexanone CC(C(C)(C)C)=O